C1(=CC=CC=C1)C1=NC(=NC(=N1)C1=CC=CC=C1)C1=C(C=CC=C1)C1=C(C(=NC(=C1C1=CC=C(C=C1)N1C2=CC=CC=C2C=2C=C(C=CC12)C1=CC=CC=C1)C1=C(C=CC=C1)C)C1=CC=C(C=C1)N1C2=CC=CC=C2C=2C=C(C=CC12)C1=CC=CC=C1)C1=C(C=CC=C1)C 9,9'-((4-(2-(4,6-diphenyl-1,3,5-triazin-2-yl)phenyl)-3,6-di-o-tolylpyridine-2,5-diyl)bis(4,1-phenylene))bis(3-phenyl-9H-carbazole)